methyl (4-amino-3-methylphenyl)acetate NC1=C(C=C(C=C1)CC(=O)OC)C